2-[3-(5-chloro-2-fluoro-phenyl)-1H-pyrazol-4-yl]-7-(4,5,6,7-tetrahydro-2H-pyrazolo[3,4-c]pyridin-3-yl)-1,5-naphthyridine ClC=1C=CC(=C(C1)C1=NNC=C1C1=NC2=CC(=CN=C2C=C1)C=1NN=C2CNCCC21)F